FC1=C(C(=CC(=C1)NC1CN(C1)CCCF)F)C1N(C(CC2=C1NC1=CC=CC=C21)C)C21CC(C2)(C1)[C@@H](C)O (1R)-1-(3-(1-(2,6-difluoro-4-((1-(3-fluoropropyl)azetidin-3-yl)amino)phenyl)-3-methyl-1,3,4,9-tetrahydro-2H-pyrido[3,4-b]indol-2-yl)bicyclo[1.1.1]pentan-1-yl)ethan-1-ol